(trans)-3-aminocyclobutylcarbamic acid tert-butyl ester C(C)(C)(C)OC(N[C@@H]1C[C@H](C1)N)=O